5-{5-[1-(2,2-difluoroethyl)piperidin-4-yl]pyridin-2-yl}-1-methylpyrrole-3-carboxylic acid methyl ester COC(=O)C1=CN(C(=C1)C1=NC=C(C=C1)C1CCN(CC1)CC(F)F)C